C(C1=CC=CC=C1)N1C(OC(C1(C)C(C)C1=CC=C(C=C1)OC)=O)C1=CC=CC=C1 3-benzyl-4-(1-(4-methoxyphenyl)ethyl)-4-methyl-2-phenyloxazolidin-5-one